4-mesityl-N-((trimethylsilyl)methyl)benzothiazol-2-amine C1(=C(C(=CC(=C1)C)C)C1=CC=CC2=C1N=C(S2)NC[Si](C)(C)C)C